C(CCC)OCCOCCOCCOCCCC triethylene glycol din-butyl ether